3-(2-chloropyrimidin-4-yl)-N-(2-fluoro-4-nitro-phenyl)pyridin-2-amine ClC1=NC=CC(=N1)C=1C(=NC=CC1)NC1=C(C=C(C=C1)[N+](=O)[O-])F